O=C1C2=C(C=NN1)N(C=C2)CCOCCC(=O)O 3-(2-(4-oxo-4,5-dihydro-1H-pyrrolo[2,3-d]pyridazin-1-yl)ethoxy)propionic acid